(R)-9-methyl-6-oxo-N-(2-sulfamoylphenyl)-6,7,8,9-tetrahydropyrido[3',2':4,5]pyrrolo[1,2-a]pyrazine-2-carboxamide C[C@@H]1CNC(C=2N1C1=C(C2)C=CC(=N1)C(=O)NC1=C(C=CC=C1)S(N)(=O)=O)=O